1-[(5-methyl-3-pyridinyl)methyl]-6-[3-(trifluoromethyl)phenyl]-3H-imidazo[4,5-b]pyridin-2-one CC=1C=C(C=NC1)CN1C(NC2=NC=C(C=C21)C2=CC(=CC=C2)C(F)(F)F)=O